Tert-butyldimethyl-(2-propynyloxy)silane C(C)(C)(C)[Si](OCC#C)(C)C